O=C1NC(CC[C@@H]1N1CC2=CC=C(C(=C2C1=O)F)CNC(OC1CC(C1)C1=C(C=NN1C)C(F)(F)F)=O)=O (1s,3s)-3-(1-methyl-4-(trifluoromethyl)-1H-pyrazol-5-yl)cyclobutyl ((2-(2,6-dioxopiperidin-3-yl)-4-fluoro-3-oxoisoindolin-5-yl)methyl)carbamate